CC(C)OC(COC1=CC(=CC=C1)NC(=O)C=1C=C(C=CC1F)C1=CC(=CC=C1)F)=O.FC=1C=C(C=CC1)C1=CC(=C(C=C1)F)C(=O)NC=1C=C(OCC(=O)O)C=CC1 2-(3-{3',4-difluoro-[1,1'-biphenyl]-3-amido}phenoxy)acetic acid propan-2-yl-2-(3-{3',4-difluoro-[1,1'-biphenyl]-3-amido}phenoxy)acetate